1-(4-(2-oxo-2-(4-(piperidin-4-yloxy)piperidin-1-yl)ethoxy)phenyl)dihydropyrimidine-2,4(1H,3H)-dione hydrochloride Cl.O=C(COC1=CC=C(C=C1)N1C(NC(CC1)=O)=O)N1CCC(CC1)OC1CCNCC1